1-carboxy-1-(2,2-diphenyl-ethylamino)cyclopropaneN C(=O)(O)C1(C=C1)NCC(C1=CC=CC=C1)C1=CC=CC=C1